C1(CC1)C=1N=CN(C1)C=1N(C(C2=CC=CC=C2C1)=O)CC1=C(C=C(C=C1)OC)OC (4-cyclopropyl-1H-imidazol-1-yl)-2-(2,4-dimethoxybenzyl)isoquinolin-1(2H)-one